COCC1C(CNCC1)NC(OC(C)(C)C)=O tert-butyl (4-(methoxymethyl)piperidin-3-yl)carbamate